C(C)(C)(C)OC(=O)N1CC(CC(C1)OC1=NC(=NC(=C1)C1=C(C=CC=C1C)C)NS(=O)(=O)C1=CC(=CC=C1)[N+](=O)[O-])C(=O)O 1-tert-butoxycarbonyl-5-[6-(2,6-dimethylphenyl)-2-[(3-nitrophenyl)sulfonylamino]pyrimidin-4-yl]oxy-piperidine-3-carboxylic acid